CC(=CCCCCCCC(C)=O)CCCC 10-methyl-9-tetradecen-2-one